oxazol-5-ylmethanamine O1C=NC=C1CN